N-(5-chloro-4-methylthiazol-2-yl)-7-methoxy-2-(tetrahydro-2H-pyran-4-yl)imidazo[1,2-a]pyridine-6-carboxamide ClC1=C(N=C(S1)NC(=O)C=1C(=CC=2N(C1)C=C(N2)C2CCOCC2)OC)C